C(C)(C)(C)OC(NCCCN1CCN(CC1)C=1C=C2C(N(C(C2=CC1F)=O)C1C(NC(CC1)=O)=O)=O)=O tert-butyl(3-(4-(2-(2,6-dioxopiperidin-3-yl)-6-fluoro-1,3-dioxoisoindolin-5-yl)piperazin-1-yl)propyl)carbamate